C(=O)[O-].[K+] Kalium format